C(N)(OC=1C(C2=CC=C(C=C2C(C1C(C)(C)C)=O)C1CC1)=O)=O (tert-butyl 6-cyclopropyl-1,4-dioxo-1,4-dihydronaphthalen-2-yl) carbamate